3-(5-methoxy-pyridin-2-yl)-N-(5-(trifluoromethyl)pyridin-2-yl)-1,2,4-thiadiazol-5-amine COC=1C=CC(=NC1)C1=NSC(=N1)NC1=NC=C(C=C1)C(F)(F)F